FC1=C(C=CC=C1F)B(O)O (2,3-difluorophenyl)boronic acid